4-(3-Chloro-2-fluoro-6-methoxyphenyl)-6-methyl-N-(5-(methyl-(2-(N-methylmethylsulfonamido)ethyl)amino)-1,3,4-thiadiazol-2-yl)nicotinamide ClC=1C(=C(C(=CC1)OC)C1=CC(=NC=C1C(=O)NC=1SC(=NN1)N(CCN(S(=O)(=O)C)C)C)C)F